CC=1N=C(C2=C(N1)OC=C2C(=O)NC=2C=NN(C2)C=2C=NC=CC2)NC2(CC2)C methyl-4-[(1-methylcyclopropyl)amino]-N-[1-(pyridin-3-yl)-1H-pyrazol-4-yl]furo[2,3-d]pyrimidine-5-carboxamide